rac-N-({4-amino-3-methyl-1H,3H-furo[3,4-c]quinolin-7-yl}methyl)-N-(1,1-dioxo-2,3-dihydro-1λ6-benzothiophen-7-yl)-6-(trifluoromethyl)pyridine-3-carboxamide NC1=NC=2C=C(C=CC2C2=C1[C@H](OC2)C)CN(C(=O)C=2C=NC(=CC2)C(F)(F)F)C2=CC=CC=1CCS(C12)(=O)=O |r|